NC1=CC(=C(C(=C1NC(C(CC(=O)OCC)C1=CC=C(C=C1)S(=O)(=O)CC)=O)Cl)N1CCC(CC1)(F)F)Cl ethyl 4-((6-amino-2,4-dichloro-3-(4,4-difluoropiperidin-1-yl) phenyl) amino)-3-(4-(ethylsulfonyl) phenyl)-4-oxobutanoate